FC1(CC(OC1)(C)[C@H](C1=NC(=CC=C1F)C(F)F)NC1=C(C(C1=O)=O)NC1=C(C(=NC=C1)C(=O)N(C)C)O)F 4-((2-(((1S)-(4,4-difluoro-2-methyltetrahydrofuran-2-yl)(6-(difluoromethyl)-3-fluoropyridin-2-yl)methyl)amino)-3,4-dioxocyclobut-1-en-1-yl)amino)-3-hydroxy-N,N-dimethylpicolinamide